C(#C)C1=CC=C(C=N1)/C=C/C(=O)OCC(C)C 2-methylpropyl (2E)-3-(6-ethynylpyridin-3-yl)prop-2-enoate